ClC=1C=NC(=C(C(=O)NC2CCC(CC2)CN2C(C(C3=CC=CC(=C23)F)(O)C2=C(C=CC=C2)F)=O)C1)C(F)F 5-chloro-2-(difluoromethyl)-N-((1r,4r)-4-((7-fluoro-3-(2-fluorophenyl)-3-hydroxy-2-oxoindolin-1-yl)methyl)cyclohexyl)nicotinamide